NC1=C(C=CC(=C1)F)C1=C(C=C(C(=C1)Cl)C(=O)NC=1C=NC(=C(C1)C(F)(F)F)C(C)(C)O)F 2'-amino-5-chloro-2,4'-difluoro-N-(6-(2-hydroxypropan-2-yl)-5-(trifluoromethyl)pyridin-3-yl)-[1,1'-biphenyl]-4-carboxamide